5-hydroxy-2-methoxynicotinaldehyde OC=1C=NC(=C(C=O)C1)OC